CC1=NC(=NC=2N([C@H](C(NC12)=O)C)C)N[C@@H]1C[C@H](C1)NC(OC1=CC=C(C=C1)F)=O 4-fluorophenyl (trans-3-(((S)-4,7,8-trimethyl-6-oxo-5,6,7,8-tetrahydropteridin-2-yl)amino)cyclobutyl)carbamate